(E)-6-(4-(dimethylamino)styryl)-N-(5-((5-((3-imino-3-(nonylamino)propyl)carbamoyl)-1-methyl-1H-pyrrol-3-yl)carbamoyl)-1-methyl-1H-pyrrol-3-yl)nicotinamide CN(C1=CC=C(C=CC2=NC=C(C(=O)NC3=CN(C(=C3)C(NC3=CN(C(=C3)C(NCC\C(\NCCCCCCCCC)=N/[H])=O)C)=O)C)C=C2)C=C1)C